2,3-DIHYDRO-ISOINDOLE-1-ONE C1(NCC2=CC=CC=C12)=O